FC1(CN(C1)CC(=O)NC=1C=C(C(=NC1)C)NC(=O)C=1N=NN2C1C=CC(=C2)C=2C=NN(C2)C)C N-[5-[[2-(3-fluoro-3-methyl-azetidin-1-yl)acetyl]amino]-2-methyl-3-pyridyl]-6-(1-methylpyrazol-4-yl)triazolo[1,5-a]pyridine-3-carboxamide